tert-butyl (2R,5S)-5-(((R)-3-ethylmorpholino)methyl)-2-methylpiperazine-1-carboxylate C(C)[C@@H]1COCCN1C[C@@H]1NC[C@H](N(C1)C(=O)OC(C)(C)C)C